4-[1-(2-methyl-1H-benzimidazol-5-yl)-1H-imidazo[4,5-c]pyridin-2-yl]-1,2,5-oxadiazol-3-amine CC1=NC2=C(N1)C=CC(=C2)N2C(=NC=1C=NC=CC12)C=1C(=NON1)N